1,2-dihydro-1,2,4,5-tetrazine N1NC=NN=C1